FC1=CC(=C(C=C1)S(=O)(=O)N1CC2(C1)CN(C2)C(=O)N2C[C@H](CC2)C2=CN=NN2)C(F)(F)F [2-[4-Fluoro-2-(trifluoromethyl)phenyl]sulfonyl-2,6-diazaspiro[3.3]heptan-6-yl]-[(3S)-3-(1H-triazol-5-yl)pyrrolidin-1-yl]methanone